OC1=NOC2=C(C=C1)C=CC(=C2O)CN2CCC(CC2)C2=CC=C(C=C2)C 3,9-dihydroxy-8-((4-(p-tolyl)piperidin-1-yl)methyl)benzo[5,6]oxazepin